D-2-iodo-4-nitro-1H-indole IC=1NC2=CC=CC(=C2C1)[N+](=O)[O-]